F[C@@H]1CC2=CC=3CCCC3C(=C2C1)NC(=O)N=[S@@](=O)(N)C=1C=NN2C1O[C@H](C2)C (S,2S)-N'-(((R)-2-fluoro-1,2,3,5,6,7-hexahydro-s-indacen-4-yl)carbamoyl)-2-methyl-2,3-dihydropyrazolo[5,1-b]oxazole-7-sulfonimidamide